acetyl-4-(1-(3,5-difluoropyridin-2-yl)ethoxy)-3'-fluoro-3,5',6-trimethyl-2H-[1,4':2',2''-terpyridin]-2-one C(C)(=O)C=1C(=C(C(N(C1C)C1=C(C(=NC=C1C)C1=NC=CC=C1)F)=O)C)OC(C)C1=NC=C(C=C1F)F